OC1(CCC2(CN(C2)C(=O)OC(C)(C)C)CC1)C1=CC=C2C(=N1)N(C=C2)C tert-Butyl 7-hydroxy-7-(1-methyl-1H-pyrrolo[2,3-b]pyridin-6-yl)-2-azaspiro[3.5]nonane-2-carboxylate